C(C)OC(C(CC)N1CCN(CCN(CCN(CC1)CC(OC(C)(C)C)=O)[C@H](C(=O)OCC)CC1=CC=C(C=C1)OCCOCC)CC(=O)OC(C)(C)C)=O |r| ethyl-2-[4,10-bis(2-tert-butoxy-2-oxoethyl)-7-{(2SR)-1-ethoxy-3-[4-(2-ethoxyethoxy)phenyl]-1-oxopropan-2-yl}-1,4,7,10-tetraazacyclododecan-1-yl]butanoate